COC1=CC=C(C(=O)NCC2=CC(=NC=C2)N2CCCCC2)C=C1 4-methoxy-N-[[2-(1-piperidinyl)-4-pyridinyl]methyl]benzamide